FC(OC1CN(C1)C(=O)[C@H]1CCCC=2N1C(N(N2)CC2=CC=C(C=C2)C)=O)F |r| (5RS)-5-{[3-(Difluoromethoxy)azetidin-1-yl]carbonyl}-2-(4-methylbenzyl)-5,6,7,8-tetrahydro[1,2,4]triazolo[4,3-a]pyridin-3(2H)-one